5-(aminomethyl)-2-methylbenzamide NCC=1C=CC(=C(C(=O)N)C1)C